C1(CCCCCCCCCCCCCC1)=O Cyclopentadecanon